ClC1=CC=C(S1)CNC1=CC(=NN1C(C(CO)(C)C)=O)C1(CNCCC1)C 1-(5-[(5-chlorothiophen-2-yl)methyl]amino-3-(3-methylpiperidin-3-yl)-1H-pyrazol-1-yl)-3-hydroxy-2,2-dimethylpropan-1-one